3-((dimethylamino)methyl)-1-methyl-7-(2-methyl-4-(6-(trifluoromethyl)pyrido-[3,2-d]pyrimidin-2-yl)phenyl)-6,7-dihydro-1H-pyrazolo[3,4-f][1,4]oxazepin-8(5H)-one CN(C)CC1=NN(C=2C(N(CCOC21)C2=C(C=C(C=C2)C=2N=CC1=C(N2)C=CC(=N1)C(F)(F)F)C)=O)C